[Ru+2].ClC1C(C(C(CC1)(P(C1CCCCC1)C1CCCCC1)Cl)=CC1=CC=CC=C1)=C1N(CCN1C1=C(C=CC=C1C(C)C)C(C)C)C1=C(C=CC=C1C(C)C)C(C)C dichloro[1,3-bis(2,6-diisopropylphenyl)-2-imidazolidinylidene](benzylidene)(tricyclohexylphosphine) ruthenium (II)